4-(5-((4-((6,7-difluoroquinolin-3-yl)amino)pyrimidin-2-yl)amino)-3-methoxypyridin-2-yl)thiomorpholine 1,1-dioxide FC=1C=C2C=C(C=NC2=CC1F)NC1=NC(=NC=C1)NC=1C=C(C(=NC1)N1CCS(CC1)(=O)=O)OC